[C@H]12C(C[C@H](CC1)C2)COC2=NNC=C2 3-[[(1S,4R)-norbornan-2-yl]methoxy]-1H-pyrazole